N-benzylmethyleneamine C(C1=CC=CC=C1)N=C